Benzyl (S)-(3-(5-((4-amino-3,4-dioxo-1-phenylbutan-2-yl)carbamoyl)-3-methyl-1H-pyrazol-1-yl)benzyl)carbamate NC(C([C@H](CC1=CC=CC=C1)NC(=O)C1=CC(=NN1C=1C=C(CNC(OCC2=CC=CC=C2)=O)C=CC1)C)=O)=O